(5-(6-Phenylpyridin-2-yl)-1,2,4-oxadiazol-3-yl)pyrrolidine-1-carbonitrile C1(=CC=CC=C1)C1=CC=CC(=N1)C1=NC(=NO1)C1N(CCC1)C#N